2'-{6-amino-5-[(1S)-1-phenylethoxy]pyridin-3-yl}-N-[1-(pyridin-4-yl)cyclobutyl]-5',6'-dihydrospiro[pyrrolidine-3,4'-pyrrolo[1,2-b]pyrazole]-1-carboxamide NC1=C(C=C(C=N1)C=1C=C2N(N1)CCC21CN(CC1)C(=O)NC1(CCC1)C1=CC=NC=C1)O[C@@H](C)C1=CC=CC=C1